N-(1-ethyl-1H-pyrazol-4-yl)-5-(5-fluoro-2-{[(3S)-3-(morpholin-4-ylmethyl)-3,4-dihydroisoquinolin-2(1H)-yl]carbonyl}phenyl)-N-(4-hydroxyphenyl)-1,2-dimethyl-1H-pyrrole-3-carboxamide C(C)N1N=CC(=C1)N(C(=O)C1=C(N(C(=C1)C1=C(C=CC(=C1)F)C(=O)N1CC2=CC=CC=C2C[C@H]1CN1CCOCC1)C)C)C1=CC=C(C=C1)O